OC=1C=C(C=CC1)/C=C/C(=O)C1=CC=C(C=C1)S(=O)(=O)NC1=CC=C(C=C1)OC 4-[(E)-3-(3-Hydroxyphenyl)prop-2-enoyl]-N-(4-methoxyphenyl)benzenesulfonamide